C1(=CC=CC=C1)C=1C=C(C=CC1)OC(C=C)=O 3-phenyl-phenylacrylate